CNC.ClC=1C(=C(C(=O)O)C(=CC1)Cl)OC 3,6-dichloro-2-methoxybenzoic acid dimethylamine salt